C(C)(C)S(=O)(CCC(F)(F)F)=NC1=CC2=CN(N=C2C=C1)C=1C=NC=NC1 isopropyl((2-(pyrimidin-5-yl)-2H-indazol-5-yl)imino)(3,3,3-trifluoropropyl)-λ6-sulfanone